NC1=NC(=CC(=N1)N1C(COCCC1)C1=C(C=C(OCC(C)O)C=C1)Cl)C (+-)-1-(4-(4-(2-amino-6-methylpyrimidin-4-yl)-1,4-oxazepan-3-yl)-3-chlorophenoxy)propan-2-ol